3-(1-(4-Fluoro-2-methylphenyl)-4-oxo-7-(trifluoromethyl)-1,4-dihydro-quinazolin-3(2H)-yl)benzenesulfonamide butyl-4-amino-3,3-difluoropyrrolidine-1-carboxylate C(CCC)OC(=O)N1CC(C(C1)N)(F)F.FC1=CC(=C(C=C1)N1CN(C(C2=CC=C(C=C12)C(F)(F)F)=O)C=1C=C(C=CC1)S(=O)(=O)N)C